C1(=CC=CC=C1)[C@H]1CCC=2N1N=C(N2)C(=O)N[C@H]2COC1=C(NC2=O)C(=CC(=C1)F)F (5R)-5-phenyl-N-[(3S)-6,8-difluoro-4-oxo-3,5-dihydro-2H-1,5-benzoxazepin-3-yl]-6,7-dihydro-5H-pyrrolo[1,2-b][1,2,4]triazole-2-carboxamide